C(C)(C)(C)OC(=O)C=1NC=C(C1)C 4-methylpyrrolic acid tertbutyl ester